4-(2-aminophenoxy)-1,8-naphthalenedicarboxylic anhydride NC1=C(OC2=CC=C3C4=C(C=CC=C24)C(=O)OC3=O)C=CC=C1